furo[3,4-d]pyridazin-4-amine C1=NN=C(C=2C1=COC2)N